NC1=NC=CC(=C1)OC1=C(C=C(C=C1)NC(=O)C=1C=NN(C1C(F)(F)F)C1=NC=CC=C1F)F N-(4-((2-aminopyridin-4-yl)oxy)-3-fluorophenyl)-1-(3-fluoropyridin-2-yl)-5-(trifluoromethyl)-1H-pyrazole-4-carboxamide